13,14,14-trimethyl-5,6-dihydro-14H-pyrazino[2'',3'':5',6']pyrido[2',3':3,4]pyrazolo[1,2-a]cinnoline CC1=C2C(=NC3=C1C(N1N3CCC=3C=CC=CC13)(C)C)N=CC=N2